ClC1=NC=2N(C(C=3N(C2C=N1)C=CC3)=O)CC3=C(C=C(C=C3)N3N=C(C=C3C)C(F)(F)F)F 3-chloro-5-(2-fluoro-4-(5-methyl-3-(trifluoromethyl)-1H-pyrazol-1-yl)benzyl)pyrrolo[1,2-f]pteridin-6(5H)-one